COC=1C=C(C=CC1C1=NOC(C1)=O)C1=CN=CC(=N1)C1=CC(=CS1)NC(CCCC)=O N-(5-(6-(3-methoxy-4-(5-oxo-4,5-dihydroisoxazol-3-yl)phenyl)pyrazin-2-yl)thiophen-3-yl)pentanamide